CCCCCCCC/C=C(\CCCCCCCC(=O)O)/[N+](=O)[O-] (9E)-9-nitrooctadecenoic Acid